C(C)(C)(C)C=1OC=C(N1)C=1N=C(N(C1)C(=O)NCCC1CC1)OC (2-(tert-Butyl)oxazol-4-yl)-N-(2-cyclopropylethyl)-2-methoxy-1H-imidazole-1-carboxamide